(S)-3,3,3-trifluoro-2-hydroxyl-2-methyl-1-(6-(7-methyl-5H-pyrrolo[2,3-b]pyrazine-2-yl)-8-((R)-morpholin-3-yl)-3,4-dihydroisoquinolin-2(1H)-yl)propan-1-one FC([C@@](C(=O)N1CC2=C(C=C(C=C2CC1)C=1N=C2C(=NC1)NC=C2C)[C@H]2NCCOC2)(C)O)(F)F